3''-chloro-4''-((3-methylpyridin-2-yl)methoxy)-3-(2-hydroxypropane-2-yl)-5',6''-dimethyl-2H,2''H-[1,2':4',1''-terpyridine] ClC=1CN(C(=CC1OCC1=NC=CC=C1C)C)C1=CC(=NC=C1C)N1CC(=CC=C1)C(C)(C)O